C(N)(=O)C1=CC(=C(C=C1)NC(=O)[C@@H]1[C@H]([C@@]2(CNC3=C2C=NC(=C3)Cl)[C@H](N1)CC(C)(C)C)C1=C(C(=CC=C1)Cl)F)OC (2R,3R,4R,5S)-N-(4-carbamoyl-2-methoxyphenyl)-6'-chloro-4-(3-chloro-2-fluorophenyl)-2-(2,2-dimethylpropyl)-1',2'-dihydrospiro[pyrrolidine-3,3'-pyrrolo[3,2-c]pyridine]-5-carboxamide